NCC1(CCN(CC1)C(=O)OC(C)(C)C)CCC1=CC=CC=C1 tert-butyl 4-(aminomethyl)-4-phenethylpiperidine-1-carboxylate